N-(2-amino-3-fluoro-2-methylpropyl)-2,6-dimethyl-8-[(2,3,6-trifluorobenzyl)oxy]imidazo[1,2-a]pyridine-3-carboxamide NC(CNC(=O)C1=C(N=C2N1C=C(C=C2OCC2=C(C(=CC=C2F)F)F)C)C)(CF)C